C1(=CC=CC=C1)N=NC1=C(O)C=CC=C1O 2-(phenylazo)resorcin